C(N(C1=C(C=CC=C1)[C@H]1NCCC1)C([2H])([2H])[2H])([2H])([2H])[2H] (S)-N,N-bis(methyl-d3)-2-(pyrrolidin-2-yl)aniline